ClC=1C(=NC=CC1C=1C(=C(C=CC1)NC(C1=NC=C(C=C1)CNCCO)=O)C)C1=CC(=C(C=C1)CNC[C@H]1NC(CC1)=O)OC(F)F (S)-N-(3-(3-chloro-2-(3-(difluoromethoxy)-4-((((5-oxopyrrolidin-2-yl)methyl)amino)methyl)phenyl)pyridin-4-yl)-2-methylphenyl)-5-(((2-hydroxyethyl)amino)methyl)picolinamide